1-hydroxy-4-methylpentan OCCCC(C)C